ClC1=CC=C(S1)CNC1=CC(=NN1C(=O)C=1N=CSC1)C1CNCC1 N-[(5-chlorothiophen-2-yl)methyl]-3-(pyrrolidin-3-yl)-1-(1,3-thiazole-4-carbonyl)-1H-pyrazol-5-amine